ClC1=CC=2C3=C(N(C2C=C1)C(=O)OC(C)(C)C)CN(C3)CC(O)C3=CC(=C(C=C3)Cl)Cl tert-Butyl 7-chloro-2-(2-(3,4-dichlorophenyl)-2-hydroxyethyl)-2,3-dihydropyrrolo[3,4-b]indole-4(1H)-carboxylate